benzyl (3R,6S)-6-(cyclohexylmethyl)-3-isobutyl-8-(1-methylpiperidin-4-yl)-4,7-dioxohexahydropyrazino[2,1-c][1,2,4]oxadiazine-1(6H)-carboxylate C1(CCCCC1)C[C@H]1C(N(CC2N(O[C@@H](C(N21)=O)CC(C)C)C(=O)OCC2=CC=CC=C2)C2CCN(CC2)C)=O